C(CCCCC)(=O)NC(C(O)=S)CCC[C@@H]1SC[C@@H]2NC(=O)N[C@H]12 caproamidothiobiotin